perfluorodecyl acrylate (perfluorodecyl acrylate) FC(=C(C(=O)O)C(C(C(C(C(C(C(C(C(C(F)(F)F)(F)F)(F)F)(F)F)(F)F)(F)F)(F)F)(F)F)(F)F)(F)F)F.C(C=C)(=O)OC(C(C(C(C(C(C(C(C(C(F)(F)F)(F)F)(F)F)(F)F)(F)F)(F)F)(F)F)(F)F)(F)F)(F)F